FC1=C(C(=CC(=C1)F)OCCOC)C1=C2C(=C(N=C1C1=NN3C([C@H](N(CC3)C(=O)OC(C)(C)C)C)=C1)OC)SC(=C2)F tert-butyl (4R)-2-[4-[2,4-difluoro-6-(2-methoxyethoxy)phenyl]-2-fluoro-7-methoxy-thieno[2,3-c]pyridin-5-yl]-4-methyl-6,7-dihydro-4H-pyrazolo[1,5-a]pyrazine-5-carboxylate